F[C@@H]1CN(C[C@H](C1)NC=1N=CC2=C(N1)C(=CC(=N2)C2=CC(=C(C=C2)NS(=O)(=O)CCC(F)(F)F)F)C)C(=O)OC(C)(C)C (3S,5S)-tert-Butyl 3-fluoro-5-((6-(3-fluoro-4-(3,3,3-trifluoropropylsulfonamido)phenyl)-8-methylpyrido[3,2-d]pyrimidin-2-yl)amino)piperidine-1-carboxylate